CC1(CCC=2C(=CC=C3C[C@@H](COC23)C2=C(C=C(C=C2)C)O)O1)C 2-[(3R)-8,8-Dimethyl-3,4,9,10-tetrahydro-2H-pyrano[2,3-h]chromen-3-yl]-5-methylphenol